N1C=C(C2=CC=CC=C12)C=O Indole-3-carboxaldehyde